5-(2-fluoro-6-hydroxy-4-((4-isopentylpiperazin-1-yl)methyl)phenyl)-1,2,5-thiadiazolidin-3-one 1,1-dioxide FC1=C(C(=CC(=C1)CN1CCN(CC1)CCC(C)C)O)N1CC(NS1(=O)=O)=O